CN1CCC(CC1)N1N=CC(=C1)NC(=O)C=1C=C2C(=NC1)NC=C2C=2C=C1C(=NC=NC1=CC2)OC2CCN(CC2)C N-(1-(1-methylpiperidin-4-yl)-1H-pyrazol-4-yl)-3-(4-((1-methylpiperidin-4-yl)oxy)quinazolin-6-yl)-1H-pyrrolo[2,3-b]pyridine-5-carboxamide